indium margarate C(CCCCCCCCCCCCCCCC)(=O)[O-].[In+3].C(CCCCCCCCCCCCCCCC)(=O)[O-].C(CCCCCCCCCCCCCCCC)(=O)[O-]